7-(2-amino-3,5-dichloro-6-fluorophenyl)-2-(((S)-1-methylpyrrolidin-2-yl)methoxy)-6-(trifluoromethyl)-8H-pyrido[2,1-f][1,2,4]triazin-8-one monoformate C(=O)O.NC1=C(C(=C(C=C1Cl)Cl)F)C1=C(C=C2C=NC(=NN2C1=O)OC[C@H]1N(CCC1)C)C(F)(F)F